COC1=C(N=C2C(=N1)NC(=N2)C(F)(F)F)NC2=CC=C(C=C2)C(C)(C)C 6-METHOXY-N-(4-(TERT-BUTYL)PHENYL)-2-(TRIFLUOROMETHYL)-1H-IMIDAZO[4,5-B]PYRAZIN-5-AMINE